N-(1-(2,6-Dimethoxyphenyl)-2-(6-ethoxypyridin-2-yl)-1H-imidazo[4,5-b]pyrazin-6-yl)cyclopropansulfonamid COC1=C(C(=CC=C1)OC)N1C(=NC=2C1=NC(=CN2)NS(=O)(=O)C2CC2)C2=NC(=CC=C2)OCC